C1(CC1)C1=NNC(=N1)C1CC2(CN(C2)C(=O)N2CC3(C2)CN(C3)CC3=NNC(=C3)C(F)(F)F)C1 [6-(3-cyclopropyl-1H-1,2,4-triazol-5-yl)-2-azaspiro[3.3]heptan-2-yl]-[6-[[5-(trifluoromethyl)-1H-pyrazol-3-yl]methyl]-2,6-diazaspiro[3.3]heptan-2-yl]methanone